2-fluoro-4-[(4-methoxyphenyl)methylsulfanyl]benzoic acid FC1=C(C(=O)O)C=CC(=C1)SCC1=CC=C(C=C1)OC